Methyl 2-((S)-2-((((9H-fluoren-9-yl)methoxy)carbonyl)amino)propanamido)-5-(((S)-4-(((benzyloxy)carbonyl)amino)-5-methoxy-5-oxopentyl)amino)benzoate C1=CC=CC=2C3=CC=CC=C3C(C12)COC(=O)N[C@H](C(=O)NC1=C(C(=O)OC)C=C(C=C1)NCCC[C@@H](C(=O)OC)NC(=O)OCC1=CC=CC=C1)C